C1(CC1)C(C(C(=O)NC1=NC=C(C=C1)C=1C(=NN(C1CC)COCC[Si](C)(C)C)C)NC(=O)C=1N(N=CC1)CCOC)C1CC1 N-[1-(dicyclopropylmethyl)-2-[[5-[5-ethyl-3-methyl-1-(2-trimethylsilylethoxymethyl)pyrazol-4-yl]-2-pyridyl]amino]-2-oxo-ethyl]-2-(2-methoxyethyl)pyrazole-3-carboxamide